3-[3-(4-Fluoro-benzyl)-3H-imidazo[4,5-b]pyridin-2-yl]-N-((S)-1-phenyl-ethyl)-propionamide FC1=CC=C(CN2C(=NC=3C2=NC=CC3)CCC(=O)N[C@@H](C)C3=CC=CC=C3)C=C1